CC1(OC[C@@H](O1)CONC(C1=C(C=CC=C1)N[C@H](C)C1=CC(=CC=2C(C(=C(OC21)C2=CC=CC=C2)C)=O)C)=O)C N-[[(4R)-2,2-dimethyl-1,3-dioxolan-4-yl]methoxy]-2-[[(1R)-1-(3,6-dimethyl-4-oxo-2-phenyl-benzopyran-8-yl)ethyl]amino]benzamide